C[C@H]1C[C@H](N(CC1)C(=O)N1CC(C1)=CS(=O)(=O)C)C1=CC=CC=C1 |r| rac-((2S,4R)-4-methyl-2-phenylpiperidin-1-yl)(3-((methylsulfonyl)methylene)azetidin-1-yl)methanone